benzyl (R)-4-(3-(6-(2-(3-fluorophenyl) pyrrolidin-1-yl)imidazo[1,2-b]pyridazin-3-yl)-2,5-dihydro-1H-pyrrol-1-yl)piperidine-1-carboxylate FC=1C=C(C=CC1)[C@@H]1N(CCC1)C=1C=CC=2N(N1)C(=CN2)C=2CN(CC2)C2CCN(CC2)C(=O)OCC2=CC=CC=C2